6-amino-2-(3,5-dichloro-4-((4-chloro-2-(trifluoromethyl)quinolin-6-yl)oxy)phenyl)-1,2,4-triazine-3,5(2H,4H)-dione NC=1C(NC(N(N1)C1=CC(=C(C(=C1)Cl)OC=1C=C2C(=CC(=NC2=CC1)C(F)(F)F)Cl)Cl)=O)=O